3-(7-(benzyloxy)-6-bromo-1-oxoisoindolin-2-yl)piperidine-2,6-dione C(C1=CC=CC=C1)OC=1C(=CC=C2CN(C(C12)=O)C1C(NC(CC1)=O)=O)Br